dibenzofuran-3-yl-boric acid C1=CC(=CC=2OC3=C(C21)C=CC=C3)OB(O)O